C(C)N(CCCOC(=O)OC(CCOC(CCCCCCCC=CCC=CCCCCC)=O)CCCCCCCCCCCC)C 3-(((3-(ethyl(methyl)amino)propoxy)carbonyl)oxy)pentadecyloctadeca-9,12-dienoate